N-[3-[2-(difluoromethoxy)-5-methylsulfanyl-phenyl]-1-[2-[[(3S)-tetrahydrofuran-3-yl]amino]ethyl]pyrazol-4-yl]pyrazolo[1,5-a]pyrimidine-3-carboxamide FC(OC1=C(C=C(C=C1)SC)C1=NN(C=C1NC(=O)C=1C=NN2C1N=CC=C2)CCN[C@@H]2COCC2)F